C(C)(C)(C)[Si](OC1C[C@H]2C([C@H]2C1)C(=O)O)(C1=CC=CC=C1)C1=CC=CC=C1 (1r,5s)-3-[tert-butyl-(diphenyl)silyl]oxybicyclo[3.1.0]hexane-6-carboxylic acid